diazonaphthalenone [N+](=[N-])=C1C(C2=CC=CC=C2C=C1)=O